fluorochromium F[Cr]